C[C@H](CCC(=O)[O-])[C@H]1CC[C@@H]2[C@@]1(CC[C@H]3[C@H]2C[C@H]([C@H]4[C@@]3(CC[C@H](C4)O)C)O)C The molecule is a bile acid anion that is the conjugate base of murideoxycholic acid. It has a role as a human metabolite and a mouse metabolite. It is a conjugate base of a murideoxycholic acid.